C(C)(C)(C)OC(=O)N1[C@@H]2CN(C[C@@H]1CC2)C2=C(N(C1=CC(=CC=C21)C2=CC=CC=C2)C2=CC=CC=C2)C(=O)O ((1S,5S)-8-(tert-Butoxycarbonyl)-3,8-diazabicyclo[3.2.1]oct-3-yl)-1,6-diphenyl-1H-indole-2-carboxylic acid